methyl-(4-(2-butyl-benzofuran-3-carbonyl)benzoyl)-D-alaninate CN([C@H](C)C(=O)[O-])C(C1=CC=C(C=C1)C(=O)C1=C(OC2=C1C=CC=C2)CCCC)=O